FC=1C=C2C(C(N(C2=CC1)C1CCN(CC1)C1CCC(CC1)=C(C)C)=O)CC(=O)NOC 2-(5-fluoro-2-oxo-1-(1-(4-(propan-2-ylidene)cyclohexyl)piperidin-4-yl)indolin-3-yl)-N-methoxy-acetamide